(p-tert-butyloxyphenyl)diphenylsulfonium trifluoromethanesulfonate FC(S(=O)(=O)[O-])(F)F.C(C)(C)(C)OC1=CC=C(C=C1)[S+](C1=CC=CC=C1)C1=CC=CC=C1